tert-butyl (2-(2-(methylamino)ethoxy) ethyl)carbamate hydrochloride Cl.CNCCOCCNC(OC(C)(C)C)=O